7-iodo-N-trityl-1,3-dihydrofuro[3,4-c]pyridin-4-amine IC=1C2=C(C(=NC1)NC(C1=CC=CC=C1)(C1=CC=CC=C1)C1=CC=CC=C1)COC2